tert-butyl cyclopropyl(3-((6-(1-methyl-1H-pyrazol-4-yl)pyrazolo[1,5-a]pyrazin-4-yl)oxy)cyclobutyl)carbamate C1(CC1)N(C(OC(C)(C)C)=O)C1CC(C1)OC=1C=2N(C=C(N1)C=1C=NN(C1)C)N=CC2